CC1=CC=C(C=C1)S(=O)(=O)NC(CC1=NC=2NCCCC2C=C1)C1CC(C1)C(=O)O 3-(1-(4-methylphenylsulfonamido)-2-(5,6,7,8-tetrahydro-1,8-naphthyridin-2-yl)ethyl)cyclobutanecarboxylic acid